azagermine N1=[GeH]C=CC=C1